FC1=C(C=CC=C1F)CCCC(=O)O 4-(2,3-Difluorophenyl)butanoic acid